3-oxo-3,4-dihydro-2H-benzo[b][1,4]oxazine-6-carbaldehyde O=C1NC2=C(OC1)C=CC(=C2)C=O